BrC=1C=C(C=C(C1)OC)O 3-bromo-5-methoxy-phenol